C(C)(C)(C)N1N=C(C(=C1NC1=NC=CN=C1)C(=O)N)C1=CC(=C(C=C1)[N+](=O)[O-])OCC1=NC=C(C=C1)F 1-tert-butyl-3-{3-[(5-fluoropyridin-2-yl)methoxy]-4-nitrophenyl}-5-[(pyrazin-2-yl)amino]-1H-pyrazole-4-carboxamide